4,7-dicyano-2-trifluoromethylbenzimidazole lithium salt [Li].C(#N)C1=CC=C(C=2N=C(NC21)C(F)(F)F)C#N